N-{4-(naphthalen-2-yl)phenyl}-N-{6-bromo-4'-(naphthalen-2-yl)biphenyl-3-yl}amine C1=C(C=CC2=CC=CC=C12)C1=CC=C(C=C1)NC=1C=C(C(=CC1)Br)C1=CC=C(C=C1)C1=CC2=CC=CC=C2C=C1